FC1=CC=C(C=C1)C1=CC(=C(C(=C1N)C1=CC=CC2=CC=CC=C12)N)C1=CC=C(C=C1)F Bis(4-fluorophenyl)-2-(naphthalen-1-yl)benzene-1,3-diamine